NCC=1C(NC(=CC1OC)C)=O 3-aminomethyl-4-methoxy-6-methylpyridin-2(1H)-one